N1-((S)-3-cyclopropyl-1-oxo-1-(((S)-3-oxo-1-((S)-2-oxopyrrolidin-3-yl)-4-(trifluoromethoxy)butan-2-yl)amino)propan-2-yl)-N2-(1-methylcyclopropyl)oxalamide C1(CC1)C[C@@H](C(N[C@@H](C[C@H]1C(NCC1)=O)C(COC(F)(F)F)=O)=O)NC(C(=O)NC1(CC1)C)=O